2-((3-(1-(4-cyclobutoxyphenyl)cyclopropyl)-1,2,4-oxadiazol-5-yl)methyl)acrylic acid C1(CCC1)OC1=CC=C(C=C1)C1(CC1)C1=NOC(=N1)CC(C(=O)O)=C